ClC1=CC=C(C(=N1)F)O[C@H](C)C=1C=C(C=C2C(C(=C(OC12)C1=NN(N=C1)C)C)=O)C 8-[(1R)-1-[(6-Chloro-2-fluoro-3-pyridyl)oxy]ethyl]-3,6-dimethyl-2-(2-methyltriazol-4-yl)chromen-4-one